BrC1=C(C(=O)N)C(=CC=C1)N1C[C@H](CC1)OC1=NC=C(C=C1)C(F)(F)F (S)-2-bromo-6-(3-(5-(trifluoromethyl)pyridin-2-yloxy)pyrrolidin-1-yl)benzamide